1-((3-(nitro)phenyl)sulfonyl)piperazine [N+](=O)([O-])C=1C=C(C=CC1)S(=O)(=O)N1CCNCC1